C(C)(C)(C)OC(=O)N1CCC2(CCN(C2=O)C2=CC(=CC=C2)C2=CC=C3C=NNC3=C2)CC1 2-(3-(1H-indazol-6-yl)phenyl)-1-oxo-2,8-diazaspiro[4.5]Decane-8-carboxylic acid tert-butyl ester